t-Butyl-2,6-dichloroisonicotinate C(C)(C)(C)OC(C1=CC(=NC(=C1)Cl)Cl)=O